OC1CC(C1)OC1CCN(CC1)C1=CC(=NC=C1C#N)C#CCO 4-(4-(3-hydroxycyclobutoxy)piperidin-1-yl)-6-(3-hydroxyprop-1-yn-1-yl)nicotinonitrile